methyl 4-{N-[2-(2,4-dimethylphenyl)ethyl]carbamoyl}-1-methyl-5-[3-(trifluoromethyl)phenoxy]-1H-pyrazole-3-carboxylate CC1=C(C=CC(=C1)C)CCNC(=O)C=1C(=NN(C1OC1=CC(=CC=C1)C(F)(F)F)C)C(=O)OC